ClC=1C=CC(=NC1)[C@H](NS(=O)(=O)C1=CC=C(C=C1)OC(F)(F)F)C1CCNCC1 (R)-N-((5-chloropyridin-2-yl)(piperidin-4-yl)methyl)-4-(trifluoromethoxy)benzenesulfonamide